methyl 2-oxopropanoate O=C(C(=O)OC)C